C(CCC)OCOC(=O)C1C2C=CC(C1)C2=O 5-(n-butoxymethyloxycarbonyl)-7-oxo-bicyclo[2.2.1]Hept-2-ene